5-methoxypyrido[3,4-b]pyrazin COC1=NC=CC=2C1=NC=CN2